C(C)(C)(C)OC(=O)C=1C(=NC=NC1)C 4-Methylpyrimidine-5-carboxylic acid tert-butyl ester